methylindolin-7-amine CN1CCC2=CC=CC(=C12)N